OC(C(=O)N1CCC=2C(=CC=CC12)C#N)(COC1=CC=CC=C1)C 1-(2-hydroxy-2-methyl-3-phenoxypropanoyl)-indoline-4-carbonitrile